ClC1=CC(=C2CCCC2=C1OCC=1C(=C(C=CC1)C1=CC=CC=C1)C)CN1[C@@H](C[C@H](C1)O)C(=O)O (2S,4R)-1-((6-chloro-7-((2-methyl-[1,1'-biphenyl]-3-yl)methoxy)-2,3-dihydro-1H-inden-4-yl)methyl)-4-hydroxypyrrolidine-2-carboxylic acid